C(#N)[C@@H]1CN(C[C@H]1C1=CC(=CC=C1)OCCOCCOC1=C2CN(C(C2=CC=C1)=O)[C@H]1C(NC(CC1)=O)=O)C(=O)OC(C)(C)C |&1:30| rac-tert-butyl (3S,4R)-3-cyano-4-(3-(2-(2-((2-(2,6-dioxopiperidin-3-yl)-1-oxoisoindolin-4-yl)oxy)ethoxy)ethoxy)phenyl)pyrrolidine-1-carboxylate